N(O)=O hydroxylaminealdehyde